12-(1-Cyclopropylethyl)-12-azatricyclo[6.3.1.02,7]dodeca-2,4,6-triene hydrochloride Cl.C1(CC1)C(C)N1C2C3=CC=CC=C3C1CCC2